(S)-4-((2-isopropoxyethyl)(4-(5,6,7,8-tetrahydro-1,8-naphthyridin-2-yl)butyl)amino)-2-(3-(trifluoromethyl)picolinamido)butanoic acid C(C)(C)OCCN(CC[C@@H](C(=O)O)NC(C1=NC=CC=C1C(F)(F)F)=O)CCCCC1=NC=2NCCCC2C=C1